N-(6-(5-methyl-1,3,4-thiadiazol-2-yl)isoquinolin-3-yl)-2-(pyrrolidin-1-yl)acetamide CC1=NN=C(S1)C=1C=C2C=C(N=CC2=CC1)NC(CN1CCCC1)=O